N,N'-bis(2-hydroxyethyl)-2-nitrophenylenediamine OCCNC1C(C=CC=C1)(NCCO)[N+](=O)[O-]